ClC1=C(C=CC(=C1)F)NC1=C(C=C(C(=C1)F)NC1=C(C=C(C=C1)F)Cl)CCCN(C)C N1,N4-bis(2-chloro-4-fluorophenyl)-2-(3-(dimethylamino)propyl)-5-fluorobenzene-1,4-diamine